iron(III) hexafluorophosphate F[P-](F)(F)(F)(F)F.[Fe+3].F[P-](F)(F)(F)(F)F.F[P-](F)(F)(F)(F)F